isopropyl (2S,3S)-2-(4-hydroxyphenyl)-5-((E)-3-oxo-3-propoxyprop-1-en-1-yl)-2,3-dihydrobenzofuran-3-carboxylate OC1=CC=C(C=C1)[C@H]1OC2=C([C@@H]1C(=O)OC(C)C)C=C(C=C2)\C=C\C(OCCC)=O